BrC=1C=C2CN(C(C2=CC1OC)=O)C1C(NC(CC1)=O)=O 3-(5-bromo-6-methoxy-1-oxo-isoindolin-2-yl)piperidine-2,6-dione